FC1=CC=C(C=C1)C(N1C[C@@H](N(C[C@H]1C)C=1C2=C(N=C(N1)Cl)SC=N2)C)C2=CC=C(C=C2)F 7-((2S,5R)-4-(bis(4-fluorophenyl)methyl)-2,5-dimethylpiperazin-1-yl)-5-chlorothiazolo[5,4-d]pyrimidine